N-(3-carbamimidoylphenyl)-2-(4,4-difluoroazepan-1-yl)quinoline-3-carboxamide C(N)(=N)C=1C=C(C=CC1)NC(=O)C=1C(=NC2=CC=CC=C2C1)N1CCC(CCC1)(F)F